ClC1=CC=C(C(=N1)C(=O)N)O[C@H](C)C=1C=C(C=C2C(C(=C(OC12)C=1C=NC=2N(C1)N=CC2)C)=O)C 6-Chloro-3-[(1R)-1-(3,6-dimethyl-4-oxo-2-pyrazolo[1,5-a]pyrimidin-6-yl-chromen-8-yl)ethoxy]pyridine-2-carboxamide